3-(trimethoxysilyl)propylsuccinic anhydride CO[Si](CCCC1C(=O)OC(C1)=O)(OC)OC